2-(4-(3-fluoro-5-methoxy-4-((1-trityl-1H-1,2,4-triazol-3-yl)methoxy)phenyl)-3-methyl-2-oxo-6-(trifluoromethyl)-2,3-dihydro-1H-benzo[d]imidazol-1-yl)acetic acid FC=1C=C(C=C(C1OCC1=NN(C=N1)C(C1=CC=CC=C1)(C1=CC=CC=C1)C1=CC=CC=C1)OC)C1=CC(=CC=2N(C(N(C21)C)=O)CC(=O)O)C(F)(F)F